Cl.NC(C(=O)N1CCN(CC1)C(=O)NC1=NC(N(C=C1)C1=CCC(CC1)CN1CC2(CC2C1)N)=O)(C)C 4-(2-Amino-2-methylpropanoyl)-N-(1-(4-((1-amino-3-azabicyclo[3.1.0]hex-3-yl)methyl)cyclohex-1-en-1-yl)-2-oxo-1,2-dihydropyrimidin-4-yl)piperazine-1-carboxamide hydrochloride